C(C)NC(=O)NC1=NC=CC(=C1F)CN1CCC(CC1)C=1C(=NC(=CC1)N1N=CC=C1)F 1-ethyl-3-(3-fluoro-4-((4-(2-fluoro-6-(1H-pyrazol-1-yl)pyridin-3-yl)piperidin-1-yl)methyl)pyridin-2-yl)urea